1,3-di-methyl-3,4,5,6-tetrahydro-2(1H)-pyrimidinone CN1C(N(CCC1)C)=O